6-(2-cyclopropyl-6-fluoro-4-(2-methyl-2H-pyrazolo[3,4-b]pyridin-4-yl)benzyl)-6,7-dihydro-5H-pyrrolo[3,4-b]pyridin-5-one-7,7-d2 C1(CC1)C1=C(CN2C(C3=NC=CC=C3C2=O)([2H])[2H])C(=CC(=C1)C=1C=2C(N=CC1)=NN(C2)C)F